(3-amino-propyl)-triethoxysilane NCCC[Si](OCC)(OCC)OCC